COC=1C2=C(N=C(N1)NC1=CC=C(C=C1)CN1CCN(CC1)C)NC=C2C2=CC=C(C=C2)S(=O)(=O)N(C)C 4-(4-methoxy-2-((4-((4-methylpiperazin-1-yl)methyl)phenyl)amino)-7H-pyrrolo[2,3-d]pyrimidin-5-yl)-N,N-dimethylbenzene-sulfonamide